[N+](=O)([O-])C=1C=C(C=CC1)N1CC2(CN(C2)C=2C(=C(C(=O)O)C=CC2)[N+](=O)[O-])C1 3-(6-(3-nitrophenyl)-2,6-diazaspiro[3.3]heptan-2-yl)-2-nitrobenzoic acid